2-methyl (2S)-5-(2-oxoethyl)pyrrolidine-1,2-dicarboxylate O=CCC1CC[C@H](N1C(=O)[O-])C(=O)OC